N-((1r,4r)-4-(3-chloro-4-cyanophenoxy)cyclohexyl)-6-(4-((4-(4-((2,6-dioxo-piperidin-3-yl)carbamoyl)phenyl)piperazin-1-yl)methyl)piperidin-1-yl)pyridazine-3-carboxamide Calcium lactate C(C(O)C)(=O)[O-].[Ca+2].ClC=1C=C(OC2CCC(CC2)NC(=O)C=2N=NC(=CC2)N2CCC(CC2)CN2CCN(CC2)C2=CC=C(C=C2)C(NC2C(NC(CC2)=O)=O)=O)C=CC1C#N.C(C(O)C)(=O)[O-]